raffinose undecaacetate CC(=O)OCC1C(C(C(C(O1)OCC2C(C(C(C(O2)OC3(C(C(C(O3)COC(=O)C)OC(=O)C)OC(=O)C)COC(=O)C)OC(=O)C)OC(=O)C)OC(=O)C)OC(=O)C)OC(=O)C)OC(=O)C